ClC=1C=CC2=C(N(C(C(N2C)=O)=O)C2CCN(CC2)C2=NC=C(C=N2)C(=O)NCC)N1 2-(4-(6-chloro-1-methyl-2,3-dioxo-2,3-dihydropyrido[2,3-b]pyrazin-4(1H)-yl)piperidine-1-yl)-N-ethylpyrimidine-5-carboxamide